2-(2-oxopyridin-1(2H)-yl)acetic acid O=C1N(C=CC=C1)CC(=O)O